C1OC=CC2=C1C(N1C=C3C(=NC=4C=CC=CC4C3=O)C1=C2)=O pyrano[3',4':6,7]indolizino[1,2-b]quinoline-11,14(1H)-dione